O1[C-]([CH-][CH-]CC1)C(=O)[O-].[Na+].[Na+].[Na+].[Na+] sodium oxantriidate